C(C)C1=CC=C(C=C1)C=1C=C2CCCC(C2=CC1)NC(O[C@@H]1CN2CCC1CC2)=O (S)-quinuclidin-3-yl (6-(4-ethylphenyl)-1,2,3,4-tetrahydronaphthalen-1-yl)carbamate